5-fluoro-1,4-dimethyl-6-oxo-1,6-dihydropyridine-3-sulfonyl chloride FC1=C(C(=CN(C1=O)C)S(=O)(=O)Cl)C